C(CCCCC)OP(=O)(OCCCCCC)C1=CC=C(C(=N1)C=CC(=O)O)CC 3-(6-(bis(hexyloxy)phosphoryl)-3-ethylpyridin-2-yl)acrylic acid